CC1=C(C(=O)NC2(CC2)C=2C=3C4=C(C(N(C4=CC2)C)=O)C=CC3)C=C(C=C1)N1CC(C1)N1CCCCC1 2-methyl-N-(1-(1-methyl-2-oxo-1,2-dihydrobenzo[cd]indol-6-yl)cyclopropyl)-5-(3-(piperidin-1-yl)azetidin-1-yl)benzamide